Cl.C(=O)C=1C(=C(C=C2C(=C(C(OC12)=O)C1=CC=C(S1)C(=O)NCCN1CCOCC1)C)OC)O 5-(8-formyl-7-hydroxy-6-methoxy-4-methyl-2-oxo-2H-chromen-3-yl)-N-(2-morpholinoethyl)thiophene-2-carboxamide hydrochloride